(S)-(4-(benzo[d]oxazol-2-yl)-6,7-dihydro-1H-imidazo[4,5-c]pyridin-5(4H)-yl)(5-(3-fluoropyridin-2-yl)-1,3,4-oxadiazol-2-yl)methanone O1C(=NC2=C1C=CC=C2)[C@H]2N(CCC1=C2N=CN1)C(=O)C=1OC(=NN1)C1=NC=CC=C1F